C(C)(=O)C1=C(OCC(=O)O)C=C(C=C1)OCC1=CC=CC=C1 2-(2-acetyl-5-(benzyloxy)phenoxy)acetic acid